COC1=CC=C(C(=O)N2CC(C2)C(=O)N2C3=C(OCC2)C(=CN=C3)C3=CC=C(C#N)C=C3)C=C1 4-(4-(1-(4-methoxybenzoyl)azetidine-3-carbonyl)-3,4-dihydro-2H-pyrido[4,3-b][1,4]oxazin-8-yl)benzonitrile